(2S)-3-[bis(2-{[(prop-2-en-1-yloxy)carbonyl]amino}ethyl)carbamoyl]-2-({[(9H-fluoren-9-yl)methoxy]carbonyl}amino)propanoic acid C(C=C)OC(=O)NCCN(C(=O)C[C@@H](C(=O)O)NC(=O)OCC1C2=CC=CC=C2C=2C=CC=CC12)CCNC(=O)OCC=C